C(C)O/C=C/C=1C(=NC=C(C(N)=NO)C1)C 5-((E)-2-ethoxyvinyl)-N'-hydroxy-6-methylnicotinimidamide